FC1=C(C(=C(C(=C1N1C(=CC(C1C1=CC=NC=C1)C1=C(C(=C(C(=C1F)F)F)F)F)C1=CC=NC=C1)F)F)F)F 1,4-bis(pentafluorophenyl)-2,5-di(p-pyridyl)-1,4-dihydropyrrole